CN1N=C2C3=CC4=C(N(CCNCCCNC(C1=C2)=O)C=2C=C(C(=O)NC(C)C)C=CC2)C=CN=C4C=C3 3-[11-methyl-9-oxo-2,3,4,5,6,7,8,9-octahydro-14,16-etheno-13,10-(metheno)pyrido[4,3-m][1,2,5,9,12]pentaazacycloheptadecin-1(11H)-yl]-N-(propan-2-yl)benzamide